C(C1(CCCCC1)N=C=O)C1(CCCCC1)N=C=O Methylenedicyclohexyl diisocyanate